[I].[Cl-].[NH+]1=CC=CC=C1 pyridinium monochloride iodine